O=C1NC(CCC1N1C(C2=CC(=C(C=C2C1=O)F)N1CCC(CC1)CO)=O)=O 2-(2,6-dioxopiperidin-3-yl)-5-fluoro-6-(4-(hydroxymethyl)piperidin-1-yl)-isoindole-1,3-dione